N[C@H](C(=O)O)C(C(=O)OC(C)(C)C)(C)C (S)-2-amino-4-(tert-butoxy)-3,3-dimethyl-4-oxobutanoic acid